2,2,2-trifluoroethylpyrazine FC(CC1=NC=CN=C1)(F)F